C(#N)[C@H]1N(CSC1)C(CNC(=O)C1=CC=NC2=CC=C(C=C12)C=1C=NC(=CC1)C)=O (R)-N-(2-(4-cyanothiazolidin-3-yl)-2-oxoethyl)-6-(6-methylpyridin-3-yl)-quinol-4-carboxamide